BrC1=CC2=C(N(C(CO2)=O)C)C=C1OC 7-bromo-6-methoxy-4-methyl-1,4-benzoxazin-3-one